2-bromo-N-cyano-2-methyl-N-(4-methylphenylethyl)propanamide methyl-3-amino-6-(3,6-dihydro-2H-pyran-4-yl)benzo[b]thiophene-2-carboxylate COC(=O)C1=C(C2=C(S1)C=C(C=C2)C=2CCOCC2)N.BrC(C(=O)N(CCC2=CC=C(C=C2)C)C#N)(C)C